α-terpinyl isovalerate CC1=CCC(CC1)C(C)(C)OC(=O)CC(C)C